3-chloro-5-(5-chloro-4-nitro-1H-pyrazol-1-yl)-1-ethyl-6-(4-fluorophenyl)pyridine-2(1H)-one ClC=1C(N(C(=C(C1)N1N=CC(=C1Cl)[N+](=O)[O-])C1=CC=C(C=C1)F)CC)=O